3,5-diethyl-1H-pyrrole-2-carboxylic acid ethyl ester C(C)OC(=O)C=1NC(=CC1CC)CC